1,1,1-trifluoro-2-(4-(pyridin-4-ylmethyl)-1H-imidazol-2-yl)propan-2-ol FC(C(C)(O)C=1NC=C(N1)CC1=CC=NC=C1)(F)F